C(C)OC(CCC(=O)C1=NC(=CC=C1O)CC1=C(C=CC=C1OC)F)=O 4-[6-(2-Fluoro-6-methoxy-benzyl)-3-hydroxy-pyridin-2-yl]-4-oxo-butyric acid ethyl ester